C1(=COC=2C1=CC=C1C2C=CC2=CC=CC=C21)C=2C1=CC=CC=C1C(=C1C=CC=CC21)C2=COC=1C2=CC=C2C1C=CC1=CC=CC=C12 di(Naphthobenzofuranyl)anthracene